FC1(CCC(CC1)C1=CC=C(C=N1)NC(=O)NC1=CNC2=NC=C(C=C21)F)F 1-(6-(4,4-difluorocyclohexyl)pyridin-3-yl)-3-(5-fluoro-1H-pyrrolo[2,3-b]pyridin-3-yl)urea